CN1C(=NN=C1)CC1(COC1)C1=CC(=CC=C1)[N+](=O)[O-] 4-methyl-3-((3-(3-nitrophenyl)oxetan-3-yl)methyl)-4H-1,2,4-triazole